ClC=1C(=NC=CC1OC1=C(C=C(C=C1)NC(=O)C=1C(N(C=CC1OCC)C1=CC=C(C=C1)F)=O)F)NC(P(O)(O)=O)P(O)(O)=O (((3-chloro-4-(4-(4-ethoxy-1-(4-fluorophenyl)-2-oxo-1,2-dihydropyridine-3-carboxamido)-2-fluoro-phenoxy)pyridin-2-yl)-amino)methylene)diphosphonic acid